BrC1=NC(=CC=C1F)OCC1=C(C=C(C=C1)Cl)F 2-bromo-6-((4-chloro-2-fluorobenzyl)oxy)-3-fluoropyridine